tert-butyl (3R,4S)-4-((5-cyano-4-((3-hydroxy-3-methyltetrahydro-2H-pyran-4-yl) oxy) pyrimidin-2-yl) amino)-3-fluoropiperidine-1-carboxylate C(#N)C=1C(=NC(=NC1)N[C@@H]1[C@@H](CN(CC1)C(=O)OC(C)(C)C)F)OC1C(COCC1)(C)O